2-ethyl-thiohexanoic acid S-[2-(3-hydroxy-2-methylpropoxy)-5-methyl-[1,3,2]dioxasilinan-2-ylpropyl] ester OCC(CO[Si]1(OCC(CO1)C)CCCSC(C(CCCC)CC)=O)C